2-amino-3-(propylsulfanyl)propionic acid NC(C(=O)O)CSCCC